((1R,5S,6R)-6-((4-(2-aminopropan-2-yl)-6-(4-fluorophenyl)pyridin-2-yl)oxy)-3-azabicyclo[3.1.0]hexan-3-yl)(4-(1-hydroxyethyl)-[2,4'-bithiazol]-5-yl)methanone NC(C)(C)C1=CC(=NC(=C1)C1=CC=C(C=C1)F)OC1[C@@H]2CN(C[C@H]12)C(=O)C1=C(N=C(S1)C=1N=CSC1)C(C)O